1,1,1-triethoxybutane C(C)OC(CCC)(OCC)OCC